C(#N)C=1C=NN(C1)C1=C(C=C(C=C1)NC(CC1=CC=C(C=C1)C)=O)S(N)(=O)=O N-[4-(4-cyano-1H-pyrazol-1-yl)-3-sulfamoylphenyl]-2-(4-methylphenyl)acetamide